BrC1=CC2=C(C(C3=C(N(S2(=O)=O)C)C=CC=C3)NCCCCCCC(=O)O)C=C1 7-((3-bromo-6-methyl-5,5-dioxo-6,11-dihydrodibenzo[c,f][1,2]thiazepin-11-yl)amino)heptanoic acid